C(N)(=O)C1=NC=CC(=C1)NC(=O)C1=NC2=CC=CC=C2C=C1N1CCC(CCC1)(F)F N-(2-carbamoylpyridine-4-yl)-3-(4,4-difluoroazepan-1-yl)quinoline-2-carboxamide